C(C)OC(=O)C=1C(=NC(=NC1)Cl)\C=C\C1=CC=CC=C1 2-chloro-4-[(1E)-2-phenylvinyl]pyrimidine-5-carboxylic acid ethyl ester